ethyleneglycol monon-butyl ether acetate C(C)(=O)OCCOCCCC